5-methyl-1-(4-(4-(1-methylpyrrolidin-3-yl)benzyl)phenyl)-1H-pyrazole-3-carboxamide CC1=CC(=NN1C1=CC=C(C=C1)CC1=CC=C(C=C1)C1CN(CC1)C)C(=O)N